(S)-1-(1-(1H-pyrazolo[3,4-b]pyridin-5-yl)piperidin-4-yl)-1-methyl-3-(1-(tetrahydrofuran-3-yl)-5-(trifluoromethyl)-1H-pyrazol-3-yl)urea N1N=CC=2C1=NC=C(C2)N2CCC(CC2)N(C(=O)NC2=NN(C(=C2)C(F)(F)F)[C@@H]2COCC2)C